[S].[Sn].[Zn] Zinc tin sulphur